C(C)(C)OC1=CC=C(C(=C1N)C)C(F)(F)F 6-isopropoxy-2-methyl-3-(trifluoromethyl)aniline